COC(=O)OO peroxycarbonic acid methyl ester